COC1=CC=C(C=C1)C1=CC(=CC(=C1)C(NCC1=CC=C(C=C1)C)=O)/C=C/C(=O)OC Methyl (E)-3-(4'-methoxy-5-((4-methylbenzyl)carbamoyl)-[1,1'-biphenyl]-3-yl)acrylate